N-((6-(4-fluorophenyl)-4-(5-methyl-1H-tetrazol-1-yl)pyridin-3-yl)methyl)propionamide FC1=CC=C(C=C1)C1=CC(=C(C=N1)CNC(CC)=O)N1N=NN=C1C